(2S)-3-methyl-2-butylamine CC([C@H](C)N)C